6-(1-(3-Chloropyridin-2-yl)-3-methoxy-1H-pyrazol-5-carboxamido)-N,5-dimethylpyrazolo[1,5-a]pyridin-7-carboxamid ClC=1C(=NC=CC1)N1N=C(C=C1C(=O)NC=1C(=CC=2N(C1C(=O)NC)N=CC2)C)OC